NN1CCC2(CCN(CC2)C(=O)OC(C)(C)C)CC1 tert-butyl 9-amino-3,9-diazaspiro[5.5]undecane-3-carboxylate